N1=C(C=CC=C1)C1=NC=CC=C1.N1=C(C=CC=C1)C1=NC=CC=C1.N1=C(C=CC=C1)C1=NC=CC=C1.[Co+3] cobalt(III) tris(bipyridine)